4-{[1-(6-methoxypyridin-3-yl)pyrazol-3-yl]oxy}aniline COC1=CC=C(C=N1)N1N=C(C=C1)OC1=CC=C(N)C=C1